(R)-3-(3-(6-(2-((3-(2,2-Difluoroethoxy)-1-methyl-1H-pyrazol-4-yl)amino)pyrimidin-4-yl)pyridin-2-yl)isoxazol-5-yl)-3-hydroxy-1-methylpyrrolidin-2-one FC(COC1=NN(C=C1NC1=NC=CC(=N1)C1=CC=CC(=N1)C1=NOC(=C1)[C@]1(C(N(CC1)C)=O)O)C)F